vinyl-cyclobutene C(=C)C1=CCC1